FC=1C=CC(=NC1)C1=NN2C(COC(C2)(C([2H])([2H])[2H])C([2H])([2H])[2H])=C1C1=CC(=NC=C1)NC(CC)=O N-(4-(2-(5-Fluoropyridin-2-yl)-6,6-bis(methyl-d3)-6,7-dihydro-4H-pyrazolo[5,1-c][1,4]oxazin-3-yl)pyridin-2-yl)propionamide